OCCNCCOC1=C(C(=NC=C1)NC1=CC=C(C=C1)C(F)(F)F)C1=NOC(N1)=O 3-[4-[2-(2-hydroxyethylamino)ethoxy]-2-[4-(trifluoromethyl)anilino]-3-pyridinyl]-4H-1,2,4-oxadiazol-5-one